2-(2,3-bis(tert-butoxycarbonyl)guanidino)pyrazine C(C)(C)(C)OC(=O)N=C(NC1=NC=CN=C1)NC(=O)OC(C)(C)C